COCC(C(=O)N)(C1=CC=CC=C1)C1=CC=CC=C1 methoxy-2,2-diphenylpropanamide